5-(2-chlorophenyl)-3-(3-(2-methyl-1,6-naphthyridin-8-yl)ureido)thiophene-2-carboxylic acid methyl ester COC(=O)C=1SC(=CC1NC(=O)NC=1C=NC=C2C=CC(=NC12)C)C1=C(C=CC=C1)Cl